3-(1-methyl-1H-imidazol-5-yl)-2-nitropyridine CN1C=NC=C1C=1C(=NC=CC1)[N+](=O)[O-]